C(C=CCCCCCCCCCCCCCCC)(=O)OC(C)(CO)O 2,3-dihydroxypropan-2-yl (9Z)-octadecenoate